C1CC(=O)N(C1=O)OC(=O)OCC2C3=CC=CC=C3C4=CC=CC=C24 9-fluorenylmethyl N-succinimidyl carbonate